CC1=NC(=C(C2=C1CC(C2)C=O)C)OCCCS(=O)(=O)C 1,4-Dimethyl-3-(3-methylsulfonylpropoxy)-6,7-dihydro-5H-cyclopenta[c]pyridine-6-carbaldehyde